N-(2,2,2-trifluoroethyl)-5-(4-(trifluoromethyl)phenyl)-2-naphthamide FC(CNC(=O)C1=CC2=CC=CC(=C2C=C1)C1=CC=C(C=C1)C(F)(F)F)(F)F